N1N=CC2=CC=C(C=C12)C1=NC2=C(N1C(CC(=O)OC)C1CC1)C=CC(=C2)C(NC)=O methyl 3-(2-(1H-indazol-6-yl)-5-(methylcarbamoyl)-1H-benzo[d]imidazol-1-yl)-3-cyclopropylpropionate